4-fluoro-2-(5-{[(1S,2R,3R,5R)-2-fluoro-1,5-dimethyl-9-azabicyclo[3.3.1]nonan-3-yl](methyl)amino}pyrazin-2-yl)-5-(1H-pyrazol-5-yl)phenol FC1=CC(=C(C=C1C1=CC=NN1)O)C1=NC=C(N=C1)N(C)[C@H]1[C@H]([C@@]2(CCC[C@](C1)(N2)C)C)F